C(C)(C)(C)OC(=O)N1[C@H](C[C@H](C1)C)C(=O)O (2R,4R)-1-tert-butoxycarbonyl-4-methyl-pyrrolidine-2-carboxylic acid